1-Methyl-hexahydro-1,4-diazin CN1CCNCC1